2,4,6-tris[2-hydroxy-4-(3-sec-butoxy-2-hydroxypropoxy)phenyl]-s-triazine OC1=C(C=CC(=C1)OCC(COC(C)CC)O)C1=NC(=NC(=N1)C1=C(C=C(C=C1)OCC(COC(C)CC)O)O)C1=C(C=C(C=C1)OCC(COC(C)CC)O)O